O=C1NC(CC[C@H]1N1CC=C2N1C=CC=N2)=O (R)-N-(2,6-dioxopiperidin-3-yl)pyrazolo[1,5-a]pyrimidine